C(C)C=1N(C(C=CC1)=O)C1=CC(=CC=C1)N1C(N(CC1)C)=O ethyl-1-[3-(3-methyl-2-oxo-imidazolidin-1-yl)phenyl]-6-oxo-pyridine